dimethyldioctadecylbenzene-1,4-diamine CC1=C(C(=C(C(=C1N)CCCCCCCCCCCCCCCCCC)CCCCCCCCCCCCCCCCCC)N)C